potassium 1,3-propanediol C(CCO)O.[K]